2-((tetrahydro-2H-pyran-2-yl)oxy)ethan-1-ol O1C(CCCC1)OCCO